hydroxy-4-methylthiophene-2-carboxamide OC1=C(SC=C1C)C(=O)N